C(C)(C)(C)C1=CC=C(C=C1)N1C2=CC=C(C=C2C=2C=C(C=CC12)C1(C2=CC=CC=C2C=2C=CC=CC12)C1=CC=C(C=C1)OC)C1(C2=CC=CC=C2C=2C=CC=CC12)C1=CC=C(C=C1)OC 9-(4-tert-butylphenyl)-3,6-bis(9-(4-methoxyphenyl)-9H-fluoren-9-yl)-9H-carbazole